tert-butyl (3R,4R)-4-(((7-((tert-butoxycarbonyl) ((1-methylpyrrolidin-2-yl) methyl) amino)-3-isopropylpyrazolo[1,5-a]pyrimidin-5-yl) amino) methyl)-3-hydroxypiperidine-1-carboxylate C(C)(C)(C)OC(=O)N(C1=CC(=NC=2N1N=CC2C(C)C)NC[C@@H]2[C@H](CN(CC2)C(=O)OC(C)(C)C)O)CC2N(CCC2)C